1-eicosyl-2-(9Z-pentadecenoyl)-glycero-3-phospho-(1'-sn-glycerol) CCCCCCCCCCCCCCCCCCCCOC[C@H](COP(=O)(O)OC[C@H](CO)O)OC(=O)CCCCCCC/C=C\CCCCC